(3S,4S)-8-{5-[(2-amino-3-chloropyridin-4-yl)sulfonyl]-6-methyl-[1,2,4]triazolo[4,3-a]pyrazin-8-yl}-3-methyl-2-oxa-8-azaspiro[4.5]decan-4-amine NC1=NC=CC(=C1Cl)S(=O)(=O)C1=C(N=C(C=2N1C=NN2)N2CCC1([C@@H]([C@@H](OC1)C)N)CC2)C